C(C1=CC=CC=C1)(=O)O.N[C@H]1CN(CCC1)C1=NN=C(C(N1CC1=C(C#N)C=CC(=C1)F)=O)C (R)-2-((3-(3-aminopiperidin-1-yl)-6-methyl-5-oxo-1,2,4-triazin-4(5H)-yl)methyl)-4-fluorobenzonitrile benzoate